[O-2].[La+3].[Ce+3].[O-2].[O-2] cerium-lanthanum oxide